FC1=CC(=CC=2C(=C(OC21)C)C(=O)NC2C(N(CC2)CCO)=O)OCC2=C(N=CS2)C 7-fluoro-N-(1-(2-hydroxyethyl)-2-oxopyrrolidin-3-yl)-2-methyl-5-((4-methylthiazol-5-yl)methoxy)benzofuran-3-carboxamide